4-cyclopropyl-7-(2-((2-ethyl-4-((3S,5S)-3,4,5-trimethylpiperazin-1-yl)phenyl)amino)-5-(trifluoromethyl)pyrimidin-4-yl)-3,4-dihydrothieno[2,3-f][1,4]thiazepin-5(2H)-one 1,1-dioxide C1(CC1)N1CCS(C2=C(C1=O)SC(=C2)C2=NC(=NC=C2C(F)(F)F)NC2=C(C=C(C=C2)N2C[C@@H](N([C@H](C2)C)C)C)CC)(=O)=O